rac-ethyl 3-((1R,2R)-2-fluorocyclopropyl)-3-oxopropanoate F[C@H]1[C@H](C1)C(CC(=O)OCC)=O |r|